O=C1C(O)=C([O-])[C@@H](O1)[C@H](O)CO.[Na+] |r| sodium DL-ascorbate